FC1=CC=C2C(=C(C(N(C2=C1)C1=CC=CC=C1)=O)NC(C)=O)NC N-(7-fluoro-4-(methylamino)-2-oxo-1-phenyl-1,2-dihydro-quinolin-3-yl)acetamide